CC(CC)N1CCC(=CC1)C=1C(=CC(=C(C1)NC(=O)C1=CNC(C=C1C(F)(F)F)=O)N1C[C@H](N([C@H](C1)C)C)C)F N-[5-(1-but-2-yl-3,6-dihydro-2H-pyridin-4-yl)-4-fluoro-2-[(3R,5S)-3,4,5-trimethylpiperazin-1-yl]phenyl]-6-oxo-4-(trifluoromethyl)-1H-pyridine-3-carboxamide